2-((3,5-Bis((E)-3,4-dimethoxybenzylidene)-4-oxocyclohexyl)carbamoyl)pyridin-1-ium hydrochloride Cl.COC=1C=C(\C=C\2/CC(C\C(\C2=O)=C/C2=CC(=C(C=C2)OC)OC)NC(=O)C2=[NH+]C=CC=C2)C=CC1OC